C[C@@H]1[C@H]([C@@H]([C@H]([C@]2(O1)OCC1=CC=C(C=C12)CC1=CC=C(C=C1)CCC)O)O)O (1S,3'R,4'S,5'S,6'R)-6'-Methyl-6-(4-propyl-benzyl)-3',4',5',6'-tetrahydro-3H-spiro-[isobenzofuran-1,2'-pyran]-3',4',5'-triol